isopropyl-3,4-methylenedioxyamphetamine C(C)(C)NC(C)CC1=CC2=C(C=C1)OCO2